C(C)(C)(C)OC=1C=C(C=CC1OC(C)(C)C)CCC(=O)O 3-(3,4-di-tert-butoxyphenyl)propanoic acid